C1=CC=CC=2C3=CC=CC=C3C(C12)COC(=O)N[C@H](C(=O)O)CC1=CNC2=CC(=CC=C12)C1=CC(=CC=C1)OC (2S)-2-({[(9H-fluoren-9-yl)methoxy]carbonyl}amino)-3-[6-(3-methoxyphenyl)-1H-indol-3-yl]propanoic acid